(4-cyclopropyl-6-methoxypyrimidin-5-yl)-7-(3-fluoro-4-(1-methyl-4-(trifluoromethyl)-1H-imidazol-2-yl)benzyl)benzo[d]oxazole C1(CC1)C1=NC=NC(=C1C=1OC2=C(N1)C=CC=C2CC2=CC(=C(C=C2)C=2N(C=C(N2)C(F)(F)F)C)F)OC